COC(C(C(CCCCC)=O)(C1=NC(=CC(=C1)C(F)(F)F)C)C)=O methyl-2-(6-methyl-4-(trifluoromethyl)pyridin-2-yl)-3-oxooctanoic acid methyl ester